6-methyl-N-(1-methylcyclopropyl)-5-(5,6,7,8-tetrahydro-1,6-naphthyridine-6-carbonyl)furo[2,3-d]pyrimidin-4-amine CC1=C(C2=C(N=CN=C2NC2(CC2)C)O1)C(=O)N1CC=2C=CC=NC2CC1